(4-chloro-3-(indolin-1-ylsulfonyl)phenyl)(5-nitroindolin-1-yl)methanone ClC1=C(C=C(C=C1)C(=O)N1CCC2=CC(=CC=C12)[N+](=O)[O-])S(=O)(=O)N1CCC2=CC=CC=C12